OC1=CC=C(C=C1)C1=CC=C2C=CC(=CC2=C1)OC(C(C)O)O ((7-(4-hydroxyphenyl)naphthalen-2-yl)oxy)propane-1,2-diol